S(=O)(=O)=O sulfur dioxide oxide